trihydroxyoxosulfonium O[S+](=O)(O)O